1-methyl-4-(5-methyl-4-nitro-1H-pyrazol-1-yl)piperidine CN1CCC(CC1)N1N=CC(=C1C)[N+](=O)[O-]